1-(6,7-dihydro-5H-pyrrolo[2,3-d]pyrimidin-4-yl)piperidin-4-one N1=CN=C(C2=C1NCC2)N2CCC(CC2)=O